(1-(5-(1-((methylsulfonyl)methoxy)-2,2,2-trifluoroethyl)pyridin-2-yl)-1H-pyrazol-4-yl)-3H-imidazo[4,5-b]pyridine CS(=O)(=O)COC(C(F)(F)F)C=1C=CC(=NC1)N1N=CC(=C1)C1=NC=2C(=NC=CC2)N1